ClC=1C(=NC=CC1)C(=O)NC1[C@@H]2CN(C[C@H]12)C1=NC=C(C=C1)C=1C=2N(C=C(C1)C=1C=NN(C1)C)N=CC2C#N 3-chloro-N-((1R,5S,6r)-3-(5-(3-cyano-6-(1-methyl-1H-pyrazol-4-yl)pyrazolo[1,5-a]pyridin-4-yl)pyridin-2-yl)-3-azabicyclo[3.1.0]hexan-6-yl)picolinamide